(1R,3S)-3-(3-{[(4-methyl-1,3-thiazol-2-yl)acetyl]amino}-1H-pyrazol-5-yl)cyclopentyl propan-2-ylcarbamate CC(C)NC(O[C@H]1C[C@H](CC1)C1=CC(=NN1)NC(CC=1SC=C(N1)C)=O)=O